FC1=C(CC2=C(OC=C2)C(=O)NC2CCN(CC2)CCC2=CC=CC=C2)C=CC=C1 (2-Fluorobenzyl)-N-(1-phenethylpiperidin-4-yl)-2-furamide